butyl-5-iso-octyl propionate C(CC)(=O)OC(CCCCCCCC)C(C)C